OC1=CC=C(C=C1)C=CCC 4-p-hydroxyphenyl-3-butene